C(C)(C)(C)N(C(O)=O)[C@H](C(=O)N[C@H](C(=O)NC1=CC=C(C=C1)C(C(=O)N1CCOCC1)O)C)C.CC=1C=C(C=CC1O)C1CC(CC(C1)C1=CC(=C(C=C1)O)C)C1=CC(=C(C=C1)O)C 1,3,5-tris(3-methyl-4-hydroxyphenyl)cyclohexane tert-butyl-((2S)-1-(((2S)-1-((4-(1-hydroxy-2-morpholino-2-oxoethyl)phenyl)amino)-1-oxopropan-2-yl)amino)-1-oxopropan-2-yl)carbamate